CC1(C2CCC3(C(CCC(C13)=O)(C)C)C2)C 1,3,4,6,7,8a-hexahydro-1,1,5,5-tetramethyl-2h-2,4a-methanonaphthalen-8(5h)-one